2,5-Dipentylbenzene-1,3-diol C(CCCC)C1=C(C=C(C=C1O)CCCCC)O